formamid sulfate S(=O)(=O)(O)O.C(=O)N